C(=O)(O)N1N=NC2=C1C=CC=C2 1-carboxybenzotriazole